1-((S)-4-((R)-7-(3-amino-4-fluoroisoquinolin-1-yl)-6-chloro-8-fluoro-2-(((S)-1-methylpyrrolidin-2-yl)methoxy)quinazolin-4-yl)-3-methylpiperazin-1-yl)prop-2-en-1-one NC=1N=C(C2=CC=CC=C2C1F)C1=C(C=C2C(=NC(=NC2=C1F)OC[C@H]1N(CCC1)C)N1[C@H](CN(CC1)C(C=C)=O)C)Cl